C(C(CCCCCC)(C(=O)O)C(=O)O)(C(=O)O)(C(=O)O)C(=O)O octanepentacarboxylic acid